[Na+].O=C1C=CC(=CN1)C1=C(N(C=C1)S(N)(=O)=O)C(=O)[O-] 3-(6-oxo-1,6-dihydropyridin-3-yl)-1-sulfamoyl-1H-pyrrole-2-carboxylic acid sodium salt